BrC1=CC2=C(OCCN2)C=C1 6-Bromo-3,4-dihydro-2H-benzo[b][1,4]oxazine